tertbutyl 4-(4-(4-chloro-7,7-dimethyl-5-oxo-5,7-dihydroindolo[1,2-a]quinazolin-9-yl)-1H-pyrazol-1-yl)butanoate ClC=1C=2C(N=C3N(C2C=CC1)C1=CC=C(C=C1C3(C)C)C=3C=NN(C3)CCCC(=O)OC(C)(C)C)=O